2-chloro-4-(1-methoxypropyl)pyridine ClC1=NC=CC(=C1)C(CC)OC